OC[C@H]1OCCCN(C1)C(=O)[O-] (S)-2-(Hydroxymethyl)-1,4-Oxazepane-4-Carboxylate